FC1=C(N(C=2N=C(N=CC21)NC2=CC(=C(C=C2)N2CCN(CC2)C)F)C2=CC=CC(=N2)N=S(=O)(C)C)C2CC2 ((6-(5-fluoro-2-(((3-fluoro-4-(4-methylpiperazin-1-yl)phenyl))amino)-6-cyclopropyl-7H-pyrrolo[2,3-d]pyrimidin-7-yl)pyridin-2-yl)imino)dimethyl-λ6-sulfanone